CC1=NON=C1C1=NC2=C(N1CC=1C=NC(=NC1)C)C=CC=C2 3-methyl-4-[1-[(2-methylpyrimidin-5-yl)methyl]benzimidazol-2-yl]-1,2,5-oxadiazole